5-fluoro-2-(3-nitrophenyl)benzo[d]oxazole FC=1C=CC2=C(N=C(O2)C2=CC(=CC=C2)[N+](=O)[O-])C1